C(C)(C)(C)N(C(=O)OCCOC1OC2(CC1)CCC(CC2)(C)C)C(CC2=CC1=C(OCO1)C=C2)C#C 2-((8,8-dimethyl-1-oxaspiro[4.5]dec-2-yl)oxy)ethan-1-ol tert-Butyl-(1-(1,3-benzodioxol-5-yl)but-3-yn-2-yl)carbamate